COC1=CC=C(C=C1)C(=C)C1=CC(=NC2=CC=CC=C12)C#N 4-(1-(4-Methoxyphenyl)vinyl)quinoline-2-carbonitrile